C(C)(C)(C)OC(=O)N1CC(CC1C)C(=O)O (tert-butoxycarbonyl)-5-methylpyrrolidin-3-carboxylic acid